(2S,3R,4R,5R)-4-[[3-(4-Fluoro-2-hydroxy-phenyl)-4,5-dimethyl-5-(trifluoromethyl)tetrahydrofuran-2-carbonyl]amino]pyridin-2-carboxamid FC1=CC(=C(C=C1)[C@@H]1[C@H](O[C@]([C@@H]1C)(C(F)(F)F)C)C(=O)NC1=CC(=NC=C1)C(=O)N)O